C(C)(C)(C)OC(N[C@H]1CN(CC1)C1=CC(=NC=C1)Br)=O (R)-(1-(2-bromopyridin-4-yl)pyrrolidin-3-yl)carbamic acid tert-butyl ester